C1(CC1)C1=NN(C(=C1C(F)(F)F)C(=O)OCC)CC1CC12CC2 Ethyl 3-cyclopropyl-1-(spiro[2.2]pentan-1-ylmethyl)-4-(trifluoromethyl)-1H-pyrazole-5-carboxylate